(R)-2-[4-(4-cyano-2-fluorophenoxy)phenoxy]-propionic acid butyl ester C(CCC)OC([C@@H](C)OC1=CC=C(C=C1)OC1=C(C=C(C=C1)C#N)F)=O